N,N,N',N'-tetrakis(naphthalen-2-yl)-benzidine C1=C(C=CC2=CC=CC=C12)N(C1=CC=C(C=C1)C1=CC=C(N(C2=CC3=CC=CC=C3C=C2)C2=CC3=CC=CC=C3C=C2)C=C1)C1=CC2=CC=CC=C2C=C1